C(C(=O)O)(=O)O.CN(C)CC(C(C)=O)CC(C)C 3-((dimethylamino)methyl)-5-methylhexan-2-one oxalate